C(C)(=O)OCC1C2C=CC(C1COC(C)=O)C2 2,3-bis(acetoxymethyl)-5-norbornene